tert-butyl (S)-2-methyl-4-(6-(2-methyl-7-((tetrahydro-2H-pyran-4-yl)oxy)imidazo[1,2-a]pyridine-6-carboxamido)pyridazin-3-yl)piperazine-1-carboxylate C[C@@H]1N(CCN(C1)C=1N=NC(=CC1)NC(=O)C=1C(=CC=2N(C1)C=C(N2)C)OC2CCOCC2)C(=O)OC(C)(C)C